[2-[4-amino-7-(1H-pyrazol-5-yl)-[1,3]thiazolo[4,5-c]quinolin-2-yl]ethyl]pyridine-2-carboxamide NC1=NC=2C=C(C=CC2C2=C1N=C(S2)CCC=2C(=NC=CC2)C(=O)N)C2=CC=NN2